N-[4-(1,5-dimethyl-6-oxopyridin-3-yl)-5-propylpyrimidin-2-yl]ethanesulfonamide CN1C=C(C=C(C1=O)C)C1=NC(=NC=C1CCC)NS(=O)(=O)CC